NC1=C(C=CC=C1)S(=O)(=O)NCC(F)(F)F 2-amino-N-(2,2,2-trifluoroethyl)benzenesulfonamide